tert-Butyl N-{1-[5-(4-chloro-2-ethyl-2H-indazol-5-yl)-3-methyl-4-oxo-7-{[2-(trimethyl-silyl)ethoxy]methyl}-3H,4H,7H-pyrrolo[2,3-d]pyrimidin-2-yl] azepan-4-yl}carbamate ClC=1C2=CN(N=C2C=CC1C1=CN(C=2N=C(N(C(C21)=O)C)N2CCC(CCC2)NC(OC(C)(C)C)=O)COCC[Si](C)(C)C)CC